2-([1-(2-fluorophenyl)-5-[3-(2-methyl-propoxy)phenyl]-1H-pyrazol-3-yl]methoxy)-2-methylpropanoic acid FC1=C(C=CC=C1)N1N=C(C=C1C1=CC(=CC=C1)OCC(C)C)COC(C(=O)O)(C)C